FC=1C=C(C=CC1)C=1C=C2C=CN=C(C2=CC1)NCC=1C=CC(=NC1)C1=CC(=NC=C1)C 6-(3-fluorophenyl)-N-((2'-methyl-2,4'-bipyridin-5-yl)methyl)isoquinolin-1-amine